[Cl-].C(C(=C)C)(=O)OCC[N+](CCC[Si](OC)(OC)OC)(C)C 2-methacryloxyethyl-dimethyl-(3-trimethoxysilylpropyl)ammonium chloride